FC(COC1CCC(CC1)NC1=NC=C(C=N1)C#N)(F)F (1r,4R)-4-(2,2,2-trifluoroethoxy)cyclohexylaminopyrimidine-5-carbonitril